(R)-2-(6-(2-(2-fluoro-3-(trifluoromethoxy)benzyl)-2H-tetrazol-5-yl)pyridin-2-yl)-2-hydroxypropane-1-sulfonamide FC1=C(CN2N=C(N=N2)C2=CC=CC(=N2)[C@@](CS(=O)(=O)N)(C)O)C=CC=C1OC(F)(F)F